COC1=CC=C(C=C1)C(CCCC)C1=C(NC=2N(C1=O)N=C(C2N2CCCCC2)C2=CC=CC=C2)C 6-(1-(4-methoxyphenyl)pentyl)-5-methyl-2-phenyl-3-(piperidin-1-yl)pyrazolo[1,5-a]pyrimidin-7(4H)-one